2-[[2-chloro-5-(4-methylimidazol-1-yl)phenyl]methylamino]-5-propyl-4H-[1,2,4]triazolo[1,5-a]pyrimidin-7-one ClC1=C(C=C(C=C1)N1C=NC(=C1)C)CNC1=NN2C(NC(=CC2=O)CCC)=N1